tert-butyl (3-(((4-nitrophenoxy)carbonyl)oxy)adamantan-1-yl)carbamate [N+](=O)([O-])C1=CC=C(OC(=O)OC23CC4(CC(CC(C2)C4)C3)NC(OC(C)(C)C)=O)C=C1